ClC1=CC=C2N(C1=O)C(NC2=O)(C2=CSC=C2)C 6-chloro-3-methyl-3-(thiophen-3-yl)-2,3-dihydroimidazo[1,5-a]pyridine-1,5-dione